4,4'-(9-fluorenylidene)dianiline tert-butyl-2-methyl-7-(((trifluoromethyl)sulfonyl)oxy)-1,2,4,5-tetrahydro-3H-benzo[d]azepine-3-carboxylate C(C)(C)(C)OC(=O)N1C(CC2=C(CC1)C=C(C=C2)OS(=O)(=O)C(F)(F)F)C.C2=CC=CC=1C3=CC=CC=C3C(C21)(C2=CC=C(N)C=C2)C2=CC=C(N)C=C2